C(=C)C1=CC=C(C=C1)C=CC1=CC=C(N(C2=CC=CC=C2)C2=CC=CC=C2)C=C1 4-[2-(4-vinylphenyl)vinyl]-N,N-diphenylaniline